FC=1C=C(C=C(C1)F)NC(C)C=1C=C(C=C2C(C=C(OC12)N1CCOCC1)=O)C(=O)N1CC2(CS(C2)(=O)=O)C1 8-(1-((3,5-difluorophenyl)amino)ethyl)-6-(2,2-dioxido-2-thia-6-azaspiro[3.3]heptane-6-carbonyl)-2-morpholino-4H-chromen-4-one